7H-imidazo[4,5-d][1,2,3]triazin-4(3H)-one N1=NNC(C2=C1NC=N2)=O